C(C1=CC=CC=C1)(C1=CC=CC=C1)(C1=CC=CC=C1)SCCCN1CCC1 1-(3-(tritylthio)propyl)azetidine